CC1=C(C=C(C=C1)NC(=O)N1C[C@@H](CC1)CC(F)(F)F)C1=CC(=NC(=C1)N1C(C2CC2C1)=O)N1CCOCC1 (3S)-N-(4-methyl-3-(2-morpholinyl-6-(2-oxo-3-azabicyclo[3.1.0]hex-3-yl)pyridin-4-yl)phenyl)-3-(2,2,2-trifluoroethyl)pyrrolidine-1-carboxamide